4-chloro-2-fluoro-5-isopropoxyaniline ClC1=CC(=C(N)C=C1OC(C)C)F